C(C)(C)NC(C[C@@]1(C[C@@H](CC1)C1=CC(=NN1)NC(=O)C1=CC(=NN1C)COC)C)=O |o1:6,8| rel-N-(5-((1R,3S)-3-(2-(isopropylamino)-2-oxoethyl)-3-methylcyclopentyl)-1H-pyrazol-3-yl)-3-(methoxymethyl)-1-methyl-1H-pyrazole-5-carboxamide